C(C)(=O)NC(C(=O)O)CCN N-acetyl-2,4-diaminobutyric acid